1-butyl-pyridinium tetrafluoroborate F[B-](F)(F)F.C(CCC)[N+]1=CC=CC=C1